2-(6-(4-(3-(2,4-dioxotetrahydropyrimidin-1(2H)-yl)benzyl)piperazin-1-yl)-1-oxoisoindolin-2-yl)-2-(5-fluoro-2-hydroxyphenyl)-N-(thiazol-2-yl)acetamide O=C1N(CCC(N1)=O)C=1C=C(CN2CCN(CC2)C2=CC=C3CN(C(C3=C2)=O)C(C(=O)NC=2SC=CN2)C2=C(C=CC(=C2)F)O)C=CC1